1-dimethylmethoxysilyl-6-bis(4-methylpiperazin-1-yl)phenylsilyl-hexane C[Si](CCCCCC[Si](C1=CC=CC=C1)(N1CCN(CC1)C)N1CCN(CC1)C)(OC)C